2,3-difluorooxacyclohexane FC1OCCCC1F